3-(4-((2-(1H-indol-3-yl)ethyl)amino)-7,8-dihydro-6H-pyrimido[5,4-b][1,4]oxazin-2-yl)-5-(trifluoromethyl)pyridin-2(1H)-one N1C=C(C2=CC=CC=C12)CCNC1=NC(=NC2=C1OCCN2)C=2C(NC=C(C2)C(F)(F)F)=O